N-[(1S)-1-[[2-chloro-5-[2-[cyclopropyl(hydroxy)methyl]-4-pyridyl]phenyl]methyl]-2-[4-(2-methylimidazol-1-yl)anilino]-2-oxo-ethyl]-3-methyl-isoxazole-4-carboxamide ClC1=C(C=C(C=C1)C1=CC(=NC=C1)C(O)C1CC1)C[C@@H](C(=O)NC1=CC=C(C=C1)N1C(=NC=C1)C)NC(=O)C=1C(=NOC1)C